IC1=NN(C2=NC=NC(=C21)N)[C@H]2CNCCC2 (R)-3-iodo-1-(piperidin-3-yl)-1H-pyrazolo[3,4-d]pyrimidin-4-amine